N-(5-((3-fluoro-5-methoxypyridin-2-yl)ethynyl)-8-(methylamino)-2,7-naphthyridin-3-yl)cyclopropanecarboxamide FC=1C(=NC=C(C1)OC)C#CC1=C2C=C(N=CC2=C(N=C1)NC)NC(=O)C1CC1